CN1[C@H](CCC1)/C=C/C(=O)O (R,E)-3-(1-Methylpyrrolidin-2-yl)acrylic acid